N[C@H]1C[C@H](N(C1)C1=C(C=CC(=C1)C1=NC=CC=C1C#N)C=1C(=NC(=NC1)C1=C(C=CC=C1OC)F)C(=O)N)CO (2-((2S,4S)-4-amino-2-(hydroxymethyl)pyrrolidin-1-yl)-4-(3-cyanopyridin-2-yl)phenyl)-2-(2-fluoro-6-methoxyphenyl)pyrimidine-4-carboxamide